t-butyl 7-acetyl-8-hydroxy-1-methyl-3,4-dihydroisoquinoline-2(1H)-carboxylate C(C)(=O)C1=CC=C2CCN(C(C2=C1O)C)C(=O)OC(C)(C)C